N[C@@H](CCC(=O)O)C(=O)N[C@@H](C(C)C)C(=O)NCC(=O)O Glutamylvalylglycine